ClC1=C2CC[C@@](C2=CC=C1)(C(NC1CC(C1)(F)F)=O)N(C(=O)[C@H]1N(C(CC1)=O)C1=NC=CC(=C1)C#N)C1=CC(=CC(=C1)F)F (S)-N-((R)-4-chloro-1-((3,3-difluorocyclobutyl)carbamoyl)-2,3-dihydro-1H-inden-1-yl)-1-(4-cyanopyridin-2-yl)-N-(3,5-difluorophenyl)-5-oxopyrrolidine-2-carboxamide